[Ba].[Sr].[Pb].C(C)(C)(C)OC(=O)N1CCN(CC1)CCN 1-tert-butoxycarbonyl-4-(2-aminoethyl)piperazine lead strontium barium